BrC=1C=C(ON(C(NC(C(=O)NCC(F)(F)F)(C)C)=O)CC)C=C(C1)C(F)(F)F 2-{3-[3-bromo-5-(trifluoromethyl)phenoxy]-3-ethylureido}-2-methyl-N-(2,2,2-trifluoroethyl)propionamide